NC1=NN(C2=CC=CC(=C12)N1CCOCC1)C(=O)C1(CC1)C(=O)NC1=CC=C(C=C1)F 1-(3-amino-4-morpholinyl-1H-indazole-1-carbonyl)-N-(4-fluorophenyl)cyclopropane-1-carboxamide